ClC=1C=C2C(=NC(N(C2=CC1OCCO)C)=O)N1CCOCC2=C1C=CC=C2OC2CC2 6-chloro-4-(6-cyclopropoxy-2,3-dihydrobenzo[e][1,4]oxazepin-1(5H)-yl)-7-(2-hydroxyethoxy)-1-methylquinazolin-2(1H)-one